6-methyl-1H-indole-2-carboxylic acid CC1=CC=C2C=C(NC2=C1)C(=O)O